4-(4-(1-(3-Fluorobenzyl)azetidine-3-carbonyl)-3,4-dihydro-2H-pyrido[4,3-b][1,4]oxazin-8-yl)benzonitrile FC=1C=C(CN2CC(C2)C(=O)N2C3=C(OCC2)C(=CN=C3)C3=CC=C(C#N)C=C3)C=CC1